BrC=1C(=NC(=C(C1)C(C)(C)OC)C)NC1=C(C(=CC=C1C)OCC1=CC=C(C=C1)OC)C 3-Bromo-N-(3-((4-methoxybenzyl)oxy)-2,6-dimethylphenyl)-5-(2-methoxypropan-2-yl)-6-methylpyridin-2-amine